ClC1=CC=C(C[C@@H]2N(CCC(C2)(C)OC)C(=O)OC(C)(C)C)C=C1 tert-butyl (2S)-2-(4-chlorobenzyl)-4-methoxy-4-methylpiperidine-1-carboxylate